BrCC(Cl)Cl 2-bromo-1,1-dichloroethane